(E)-ethyl 3-(3-((quinolin-6-ylamino)methyl)phenyl)acrylate N1=CC=CC2=CC(=CC=C12)NCC=1C=C(C=CC1)/C=C/C(=O)OCC